N-(3-(2-(bicyclo[1.1.1]pentan-1-ylamino)propyl)phenyl)ethanesulfonamide C12(CC(C1)C2)NC(CC=2C=C(C=CC2)NS(=O)(=O)CC)C